Ethyl 4-(aminomethyl)tetrahydro-2H-pyran-4-carboxylate NCC1(CCOCC1)C(=O)OCC